COCC1=C(C=CC(=C1)N=O)N=O 2-(Methoxymethyl)-1,4-dinitroso-benzol